L-lysyl-L-lysyl-L-lysyl-L-alanine N[C@@H](CCCCN)C(=O)N[C@@H](CCCCN)C(=O)N[C@@H](CCCCN)C(=O)N[C@@H](C)C(=O)O